2-(4-morpholinobutyl)-4-(piperidin-1-yl)pyridazin-3(2H)-one O1CCN(CC1)CCCCN1N=CC=C(C1=O)N1CCCCC1